(R)-1-(2-(3-Methoxyazetidin-1-yl)benzo[d]oxazol-6-yl)-6-(4-(3-Methoxypyrrolidin-1-yl)-3-(trifluoromethyl)phenyl)-4-oxo-1,4-dihydropyridine-3-carboxylic acid COC1CN(C1)C=1OC2=C(N1)C=CC(=C2)N2C=C(C(C=C2C2=CC(=C(C=C2)N2C[C@@H](CC2)OC)C(F)(F)F)=O)C(=O)O